C1NCC12CCC(CC2)OC2CCN(CC2)C(=O)OCC2=CC=CC=C2 benzyl 4-(2-azaspiro[3.5]nonan-7-yloxy)piperidine-1-carboxylate